BrC=1C=C2C(=CC=NC2=C(C1)Cl)C(=O)OC methyl 6-bromo-8-chloroquinoline-4-carboxylate